4-(9-ethyl-2-(3-methoxy-4-phenyl-1H-pyrazol-1-yl)-6-(4-((tetrahydro-2H-pyran-2-yl)oxy)piperidin-1-yl)-9H-purin-8-yl)-1-methylpiperazin-2-one C(C)N1C2=NC(=NC(=C2N=C1N1CC(N(CC1)C)=O)N1CCC(CC1)OC1OCCCC1)N1N=C(C(=C1)C1=CC=CC=C1)OC